NC(C1=CC=CC=C1)(C1=CC=CC=C1)N Diaminodiphenyl-methan